CC=1C=C(OCC2=CC=C(C=C2)C2=CC=CC=C2)C=CC1 4-(m-methylphenoxymethyl)biphenyl